3-methylthio-2-oxobutyric acid CSC(C(C(=O)O)=O)C